FC=1C=C2C(=C(NC2=C(C1)F)C1=CC=C(C=C1)F)CC(C(=O)N[C@@H]1C(NC[C@H]1O)=O)C 3-[5,7-difluoro-2-(4-fluorophenyl)-1H-indol-3-yl]-N-[(3S,4R)-4-hydroxy-2-oxo-pyrrolidin-3-yl]-2-methyl-propanamide